6-isopropoxy-N-(phenyl-(piperidin-4-yl)methyl)pyridine-3-sulfonamide C(C)(C)OC1=CC=C(C=N1)S(=O)(=O)NC(C1CCNCC1)C1=CC=CC=C1